3-(2-methoxy-2-oxoethyl)-4-(4-nitrophenyl)piperazine-1-carboxylic acid tert-butyl ester C(C)(C)(C)OC(=O)N1CC(N(CC1)C1=CC=C(C=C1)[N+](=O)[O-])CC(=O)OC